ClC1=NC=C(C(=C1)OC1=C(C=C(C=C1)N1N=CN(C1=O)CC1=C(C=CC=C1F)F)F)Cl 2-{4-[(2,5-dichloropyridin-4-yl)oxy]-3-fluorophenyl}-4-[(2,6-difluorophenyl)methyl]-1,2,4-triazol-3-one